C(CCCCC)(=O)OCC\C=C/CC cis-3-Hexenyl hexanoate